ethyl 1-((1-(tert-butoxycarbonyl) pyrrolidin-2-yl) methyl)-3-(tert-butyl)-1H-pyrazole-5-carboxylate C(C)(C)(C)OC(=O)N1C(CCC1)CN1N=C(C=C1C(=O)OCC)C(C)(C)C